1-phenyl-1-cyano-2-methyl-7-methoxy-1,2,3,4-tetrahydroisoquinoline C1(=CC=CC=C1)C1(N(CCC2=CC=C(C=C12)OC)C)C#N